3-[3-methyl-2-oxo-5-[1-[[(3S)-pyrrolidin-3-yl]methyl]-4-piperidyl]benzimidazol-1-yl]piperidine CN1C(N(C2=C1C=C(C=C2)C2CCN(CC2)C[C@@H]2CNCC2)C2CNCCC2)=O